2-(6-bromo-1-oxo-4-propan-2-ylphthalazin-2-yl)-N-(pyrrolidin-2-ylmethyl)acetamide HCl salt Cl.BrC=1C=C2C(=NN(C(C2=CC1)=O)CC(=O)NCC1NCCC1)C(C)C